S-4-(N,N-dimethylsulfamoyl)phenyl ethanethioate C(C)(SC1=CC=C(C=C1)S(N(C)C)(=O)=O)=O